CC1(CC=2C(=NC=C(C2)C(=O)N2C[C@H](CC2)NC)N1)C (3S)-1-{2,2-dimethyl-1h,2h,3h-pyrrolo[2,3-b]pyridine-5-carbonyl}-N-methylpyrrolidin-3-amine